ethyl 4-(dibenzylamino)-2-(difluoromethyl)-6-methylbenzoate C(C1=CC=CC=C1)N(C1=CC(=C(C(=O)OCC)C(=C1)C)C(F)F)CC1=CC=CC=C1